Pent-4-en-1-yl (3S,4R)-4-(5-chloro-2-fluoropyridin-3-yl)-4-fluoro-3-methylpiperidine-1-carboxylate ClC=1C=C(C(=NC1)F)[C@@]1([C@H](CN(CC1)C(=O)OCCCC=C)C)F